(R,S)-Ethyl (4-bromo-1H-pyrazol-1-yl)phenylacetate BrC=1C=NN(C1)[C@@H](C(=O)OCC)C1=CC=CC=C1